6-chloro-3-(((R)-1-(2-((1R,5S,6R)-6-(4-fluoro-1H-pyrazol-3-yl)-3-azabicyclo[3.1.0]hexan-3-yl)-3,6-dimethyl-4-oxo-3,4-dihydroquinazolin-8-yl)ethyl)amino)-N-(methylsulfonyl)picolinamide ClC1=CC=C(C(=N1)C(=O)NS(=O)(=O)C)N[C@H](C)C=1C=C(C=C2C(N(C(=NC12)N1C[C@H]2C([C@H]2C1)C1=NNC=C1F)C)=O)C